OC1C[C@@H]2[C@@H](CN(C2)C(=O)OC(C)(C)C)C1 tert-butyl (3aR,5s,6aS)-5-hydroxyhexahydrocyclopenta[c]pyrrole-2(1H)-carboxylate